C1(CC1)COC=1C=C(C(=O)OC)C=C(C1)C methyl 3-(cyclopropylmethoxy)-5-methylbenzoate